4-(4-(benzo[d]thiazol-5-ylamino)-5-fluoroquinolin-6-yl)-3-fluoro-N,N-dimethylbenzamide S1C=NC2=C1C=CC(=C2)NC2=CC=NC1=CC=C(C(=C21)F)C2=C(C=C(C(=O)N(C)C)C=C2)F